BrC1=CN=C(NC1=O)Cl 5-bromo-2-chloro-6-oxopyrimidin